CN1C(=NN=C1)C1(CC(C1)OC(F)(F)F)C=1C=C(C=CC1)N1C(C2=CC(=CC(=C2C1)C(F)(F)F)CNC1(CCC1)C)=O 2-(3-((1s,3s)-1-(4-methyl-4H-1,2,4-triazol-3-yl)-3-(trifluoromethoxy)cyclobutyl)-phenyl)-6-(((1-methylcyclobutyl)amino)methyl)-4-(trifluoromethyl)isoindolin-1-one